(S)-N-(2-(1H-pyrazol-1-yl)benzyl)-2-(3-aminopyrrolidin-1-yl)-9-isopropyl-9H-purin-6-amine N1(N=CC=C1)C1=C(CNC2=C3N=CN(C3=NC(=N2)N2C[C@H](CC2)N)C(C)C)C=CC=C1